1-{5-[(R)-(1,3-dimethyl-azetidin-3-yl)-hydroxy-(4-isopropyl-phenyl)-methyl]-pyridin-3-yl}-4-(2-methyl-2H-[1,2,3]triazol-4-yl)-pyrrolidin-2-one CN1CC(C1)(C)[C@@](C=1C=C(C=NC1)N1C(CC(C1)C1=NN(N=C1)C)=O)(C1=CC=C(C=C1)C(C)C)O